FC1=C(C=C(OC2=CC=CC(=N2)C=2C=CC3=C(N=C(S3)NC(C)=O)C2)C=C1)O N-(5-(6-(4-fluoro-3-hydroxyphenoxy)pyridin-2-yl)benzo[d]thiazol-2-yl)acetamide